8-amino-[-]-octanal NCCCCCCCC=O